N1=C2C(=CC=C1)C[C@H](C1=C(O2)C=CC=C1)CNC |o1:7| (R*)-1-(5,6-dihydrobenzo[6,7]oxepino[2,3-b]pyridin-6-yl)-N-methylmethanamine